3-[2-(trifluoromethyl)-4-pyridyl]-1,2,4-thiadiazole FC(C1=NC=CC(=C1)C1=NSC=N1)(F)F